BrC1=CC=C(C=C1)OC(C)(C)C 1-bromo-4-tert-butoxybenzene